C(C)OC(C(C(=O)C1=CC=C(C=C1)Br)=[N+]=[N-])=O 3-(4-bromophenyl)-2-diazo-3-oxopropanoic acid ethyl ester